3,6-ditosyl-3,6-diazaoctane S(=O)(=O)(C1=CC=C(C)C=C1)N(CC)CCN(CC)S(=O)(=O)C1=CC=C(C)C=C1